N-(4-cyanobenzyl)-4-(2-methoxybenzoyl)-1H-pyrrole-2-carboxamide C(#N)C1=CC=C(CNC(=O)C=2NC=C(C2)C(C2=C(C=CC=C2)OC)=O)C=C1